(R)-2-amino-4-((1-hydroxypentan-2-yl)amino)-6-(2-methoxy-4-((4-methylpiperazin-1-yl)methyl)benzyl)pyrido[4,3-d]pyrimidin-5(6H)-one NC=1N=C(C2=C(N1)C=CN(C2=O)CC2=C(C=C(C=C2)CN2CCN(CC2)C)OC)N[C@@H](CO)CCC